6-[6-(difluoromethyl)pyridin-3-yl]-N-[(2S)-1-hydroxyprop-2-yl]-3-oxo-2-(pyridin-3-yl)-2,3-dihydropyridazine-4-carboxamide FC(C1=CC=C(C=N1)C=1C=C(C(N(N1)C=1C=NC=CC1)=O)C(=O)N[C@H](CO)C)F